ClC1=CC(=C(C=C1)[C@H]([C@@H](C)C=1N(C(C(=C(N1)C(=O)NC=1C=NOC1)O)=O)C)C1=CC=CC=C1)C#N 2-((1R,2R)-1-(4-chloro-2-cyanophenyl)-1-phenylpropan-2-yl)-5-hydroxy-N-(isoxazol-4-yl)-1-methyl-6-oxo-1,6-dihydropyrimidine-4-carboxamide